N-(4-{[6,7-Bis(methyloxy)chinolin-4-yl]oxy}phenyl)-N'-[3-(morpholin-4-ylmethyl)phenyl]cyclopropan-1,1-dicarboxamid COC=1C=C2C(=CC=NC2=CC1OC)OC1=CC=C(C=C1)NC(=O)C1(CC1)C(=O)NC1=CC(=CC=C1)CN1CCOCC1